4-((cis)-4-(4-amino-5-(4-phenoxyphenyl)-7H-pyrrolo[2,3-d]pyrimidin-7-yl)cyclohexyl)thiomorpholine 1,1-dioxide NC=1C2=C(N=CN1)N(C=C2C2=CC=C(C=C2)OC2=CC=CC=C2)[C@H]2CC[C@H](CC2)N2CCS(CC2)(=O)=O